ClC=1C(=NC(=NC1)N[C@H]1[C@@H]([C@@H]2CC[C@H](C1)O2)O)C=2C=C(C1=C(NC(=N1)C(C)(C)O)C2C(C)C)F |o1:8,9,10,13| (1S*,2S*,3R*,5R*)-3-((5-chloro-4-(4-fluoro-2-(2-hydroxypropan-2-yl)-7-isopropyl-1H-benzo[d]imidazol-6-yl)pyrimidin-2-yl)amino)-8-oxabicyclo[3.2.1]octan-2-ol